C[C@@H]1N=C(O[C@@H]1C1=CC=CC=C1)C1=NC(=CC=C1)C=1O[C@@H]([C@@H](N1)C)C1=CC=CC=C1 2,6-bis((4S,5R)-4-methyl-5-phenyl-4,5-dihydrooxazol-2-yl)pyridine